ClC1=C(C=C(CN(CCC2OCC3(CN(C3)C(=O)OC(C)(C)C)CO2)C=2C=NC(=CC2)C#N)C=C1)F tert-butyl 7-(2-((4-chloro-3-fluorobenzyl)(6-cyanopyridin-3-yl)amino)ethyl)-6,8-dioxa-2-azaspiro[3.5]nonane-2-carboxylate